N1C(C2(C3=NC=CC=C31)CCNCC2)=O spiro[piperidine-4,3'-pyrrolo[3,2-b]pyridin]-2'-one